CON(C(=O)C12CC(CC(N1C(=O)C1=NC=CC=C1)C2)C)C cis-N-methoxy-N,3-dimethyl-6-(pyridine-2-carbonyl)-6-azabicyclo[3.1.1]heptane-1-carboxamide